p-hydroxypropiophenone CCC(=O)C1C=CC(O)=CC=1